C[C@@H]1NCC[C@@H]1N1CCCCC1 1-((2S,3S)-2-Methylpyrrolidin-3-yl)piperidine